3-benzofurancarbaldehyde O1C=C(C2=C1C=CC=C2)C=O